2-(3-chloro-4-cyano-phenyl)-3-cyclopentyl-3,3a,4,5-tetrahydro-2H-pyrazolo[3,4-f]quinoline-7-carboxylic acid ClC=1C=C(C=CC1C#N)N1N=C2C=3C=CC(=NC3CCC2C1C1CCCC1)C(=O)O